C1(=CC=CC(=C1)O)C(C)C 5-cumen-ol